OC(C(=O)[O-])(C(CCN)O)C 2,3-dihydroxy-2-methyl-5-aminopentanoate